ClC=1C=C(OC2=CC=C(C=O)C=C2)C=C(C1OC(F)(F)F)Cl 4-[3,5-Dichloro-4-(trifluoromethoxy)phenoxy]benzaldehyde